O1C(=C(C=C1)C(=O)O)C(=O)O.C(CCC)(N)N butanediamine furandicarboxylate